4-([1,1'-biphenyl]-3-yl)-2-amino-6-chloropyridine-3,5-dicarbonitrile C1(=CC(=CC=C1)C1=C(C(=NC(=C1C#N)Cl)N)C#N)C1=CC=CC=C1